C(CCCCCC#C)(=O)N1[C@@H](CCC1)C(=O)N[C@H](C1=CC=C(C=C1)C(C)C)C1=CC=CC=C1 (2S)-1-(oct-7-ynoyl)-N-[(S)-phenyl[4-(propan-2-yl)phenyl]methyl]pyrrolidine-2-carboxamide